di-tert-butyl ((5R)-4-(hydroxymethyl)-2,2-dimethylhexane-1,5-diyl)dicarbamate OCC(CC(CNC(OC(C)(C)C)=O)(C)C)[C@@H](C)NC(OC(C)(C)C)=O